The molecule is a trivalent inorganic anion obtained by removal of three protons from orthoperiodic acid It is an orthoperiodate ion and a trivalent inorganic anion. It is a conjugate base of an orthoperiodate(2-). It is a conjugate acid of an orthoperiodate(4-). OI(=O)(O)([O-])([O-])[O-]